BrC=1C=CC2=C(CCS2(=O)=O)C1 5-bromo-2,3-dihydro-1λ6-benzothiophene-1,1-dione